Br\C=C(/F)\C=1C=C(C(=O)OC)C=C(C1OC(F)F)F methyl 3-[(Z)-2-bromo-1-fluorovinyl]-4-(difluoromethoxy)-5-fluorobenzoate